[4-amino-1-(propan-2-yl)-1H-pyrazolo[3,4-d]pyrimidin-3-yl]-5-cyclopropyl-1,2-oxazole-4-carboxylic acid NC1=C2C(=NC=N1)N(N=C2C2=NOC(=C2C(=O)O)C2CC2)C(C)C